N-[[(2S)-4-[4-[6-(difluoromethyl)imidazo[1,2-b]pyridazin-3-yl]-2-pyridinyl]morpholin-2-yl]methyl]methanesulfonamide tert-butyl-4-(3-oxoheptanoyl)piperazine-1-carboxylate C(C)(C)(C)OC(=O)N1CCN(CC1)C(CC(CCCC)=O)=O.FC(C=1C=CC=2N(N1)C(=CN2)C2=CC(=NC=C2)N2C[C@H](OCC2)CNS(=O)(=O)C)F